FC1=CC=CC(=N1)CSC1=C(C(=O)O)C=CC=C1 2-(((6-Fluoropyridin-2-yl)methyl)thio)benzoic acid